5,6-difluoro-2-methyl-1H-benzimidazol FC1=CC2=C(NC(=N2)C)C=C1F